CN(CC(COC(=O)C1=CC2=C(N=C(O2)C2=CC(=CC(=C2)Cl)Cl)C=C1)C)C 2-(3,5-dichlorophenyl)benzo[d]oxazole-6-carboxylic acid 3-(dimethylamino)-2-methylpropyl ester